[6-(3-cyclopropyl-1,2,4-triazol-1-yl)-2-azaspiro[3.3]heptan-2-yl]-[3-[3-[(5-cyclopropyl-4H-1,2,4-triazol-3-yl)methyl]-1-bicyclo[1.1.1]pentanyl]azetidin-1-yl]methanone yttrium [Y].C1(CC1)C1=NN(C=N1)C1CC2(CN(C2)C(=O)N2CC(C2)C23CC(C2)(C3)CC3=NN=C(N3)C3CC3)C1